ethyl 1-(o-tolyl)-5-(trifluoromethyl)-1H-pyrazole-4-carboxylate C1(=C(C=CC=C1)N1N=CC(=C1C(F)(F)F)C(=O)OCC)C